(S)-N-((6-amino-2-methylpyridin-3-yl)methyl)-4-oxo-3-(((1-phenyl-1H-pyrazol-4-yl)methyl)amino)-4,6,7,8-tetrahydropyrrolo[1,2-a]pyrimidine-6-carboxamide NC1=CC=C(C(=N1)C)CNC(=O)[C@@H]1CCC=2N1C(C(=CN2)NCC=2C=NN(C2)C2=CC=CC=C2)=O